S1N=CC=C1 [1,2]thiazole